C(C)(C)(C)OC(=O)N1[C@@H](C[C@@](C1)(CO)F)C(=O)OCC1=CC=CC=C1 (2S,4R)-4-fluoro-4-hydroxymethyl-pyrrolidine-1,2-dicarboxylic acid 2-benzyl ester 1-tert-butyl ester